C1(=CC=CC=C1)[SiH](C1=CC=CC=C1)C1=CC=CC=C1 Phenyl-(diphenyl)silane